6-((6-((3-heptylundecanoyl)oxy)hexyl)(2-(2-hydroxyethoxy)ethyl)amino)hexyl 3-hexylundecanoate C(CCCCC)C(CC(=O)OCCCCCCN(CCOCCO)CCCCCCOC(CC(CCCCCCCC)CCCCCCC)=O)CCCCCCCC